perfluoro-2,3-dimethylbutane FC(C(C(C(F)(F)F)(C(F)(F)F)F)(C(F)(F)F)F)(F)F